5-(1-isopropyl-2-methyl-1H-imidazo[4,5-b]pyridin-6-yl)-N-(cis-4-(2-methoxyethoxy)cyclohexyl)pyrrolo[2,1-f][1,2,4]triazin-2-amine C(C)(C)N1C(=NC2=NC=C(C=C21)C=2C=CN1N=C(N=CC12)N[C@@H]1CC[C@@H](CC1)OCCOC)C